C1(CCC1)CNC1=NS(C2=C(N1)C(=CC=C2)C2=C(C(=CC=C2)F)F)(=O)=O 3-((cyclobutylmethyl)amino)-5-(2,3-difluorophenyl)-4H-benzo[e][1,2,4]thiadiazine 1,1-dioxide